4-(4-cyanophenyl)-6-((methylsulfonyl)methyl)isoindoline-2-carboxylic acid tert-butyl ester C(C)(C)(C)OC(=O)N1CC2=CC(=CC(=C2C1)C1=CC=C(C=C1)C#N)CS(=O)(=O)C